(+/-)-cis-3-(boc-amino)cyclohexanecarboxylic acid C(=O)(OC(C)(C)C)N[C@H]1C[C@H](CCC1)C(=O)O |r|